CC(CC=O)C=C(CCC)C 3,5-dimethyloct-4-enal